4-{[(4-methyl-1,3-thiazol-2-yl)oxy[methyl]piperidin-1-yl]ethyl}-6-fluorobenzamide CC=1N=C(SC1)OC1(N(CCCC1)CCC1=CC=C(C(=O)N)C(=C1)F)C